FC(OC(CCCOC1=C(C=CC=C1)CCC1=CC(=CC=C1)OC(F)(F)F)N(C(F)(F)F)C)F (difluoromethoxy)-N-methyl-4-(2-(3-(trifluoromethoxy)phenethyl)phenoxy)-N-(trifluoromethyl)butane-1-amine